[C@H]12CN(C[C@H](CC1)N2)C=2C1=C(N=C(N2)OCC23N(CC4=C(C=CC=C24)F)CCC3)C(=C(N=C1)C1=CC=C(C3=CC=CC(=C13)C#C)O)F 4-(4-((1R,5S)-3,8-diazabicyclo[3.2.1]octan-3-yl)-8-fluoro-2-((6-fluoro-2,3-dihydro-1H-pyrrolo[2,1-a]isoindol-9b(5H)-yl)methoxy)pyrido[4,3-d]pyrimidin-7-yl)-5-ethynylnaphthalen-1-ol